trisiloxane sodium [Na].[SiH3]O[SiH2]O[SiH3]